CCCCCCCCCCCCCCC(CO)O The molecule is a glycol that is hexadecane which is substituted by hydroxy groups at positions 1 and 2. It derives from a hydride of a hexadecane.